FC1=C(C=C(OC2=CC=C(C=C2)[C@H](C)N[S@@](=O)C(C)(C)C)C=C1)C (S)-N-((S)-1-(4-(4-fluoro-3-methylphenoxy)phenyl)ethyl)-2-methylpropane-2-sulfinamide